FC(OC=1C=C(C=CC1OC)C=1N=C2N(C(C1)=O)C=C(C=C2)N2C[C@@H](NCC2)C)F 2-[3-(difluoromethoxy)-4-methoxyphenyl]-7-[(3S)-3-methylpiperazin-1-yl]-4H-pyrido[1,2-a]pyrimidin-4-one